tert-butyl N-(4-cyano-2-methyl-phenyl)carbamate C(#N)C1=CC(=C(C=C1)NC(OC(C)(C)C)=O)C